3-(5-((2-(6-azaspiro[3.5]nonan-6-yl)cyclopentyl)oxy)-1-oxoisoindolin-2-yl)piperidine-2,6-dione C1CCC12CN(CCC2)C2C(CCC2)OC=2C=C1CN(C(C1=CC2)=O)C2C(NC(CC2)=O)=O